N-(5-(5-(difluoromethyl)isoxazol-3-yl)-2,3-dihydro-1H-inden-1-yl)-2-methylisonicotinamide FC(C1=CC(=NO1)C=1C=C2CCC(C2=CC1)NC(C1=CC(=NC=C1)C)=O)F